OB1OCC2=C1C(=C(C=C2)C(=O)N[C@@H](C(C)C)C(=O)OCC2=C(C=C(C=C2)F)F)C 2,4-Difluorobenzyl (1-hydroxy-7-methyl-1,3-dihydrobenzo[c][1,2]oxaborole-6-carbonyl)-L-valinate